4-[6-[6-(cyclopropylmethoxy)-4-fluoro-2-pyridinyl]-5-methyl-7,8-dihydro-5H-pyrido[4,3-d]pyrimidin-2-yl]thiazole C1(CC1)COC1=CC(=CC(=N1)N1C(C2=C(N=C(N=C2)C=2N=CSC2)CC1)C)F